2-(3-((benzyloxy)methyl)-4-ethyl-5-oxo-4,5-dihydro-1H-1,2,4-triazol-1-yl)-8-bromo-3-fluoro-6-(2-fluoro-5-methylphenyl)-1,6-naphthyridin-5(6H)-one C(C1=CC=CC=C1)OCC1=NN(C(N1CC)=O)C1=NC=2C(=CN(C(C2C=C1F)=O)C1=C(C=CC(=C1)C)F)Br